1-[4-(1-adamantyl)-2,3-difluoro-phenoxy]undecan-1-ol C12(CC3CC(CC(C1)C3)C2)C2=C(C(=C(OC(CCCCCCCCCC)O)C=C2)F)F